Ethyl 3,3-difluorobicyclo[3.1.0]hexane-6-carboxylate FC1(CC2C(C2C1)C(=O)OCC)F